C(C=C)(=O)OCCCCOC(CCCCC(=O)[O-])=O acryloyloxybutyladipate